[12-(benzyloxy)-6-pentadecylphenyl](2,5-dimethoxyphenyl)methanone C(C1=CC=CC=C1)OC(CCCCCCCCCCCC1=CC=CC=C1C(=O)C1=C(C=CC(=C1)OC)OC)CCC